FC1=CC=C(C=C1)C(N1CCN(CC1)C1=CC(N(C2=CC=CN=C12)C)=O)C1=CC=C(C=C1)F 4-(4-(bis(4-fluorophenyl)methyl)piperazin-1-yl)-1-methyl-1,5-naphthyridin-2(1H)-one